ClC1=C(C=C(CC(C(=O)N)CC)C=C1)C=1NC(C=C(N1)C=1C=NC(=CC1)OCCOCCC)=O (4-chloro-3-{6-oxo-4-[6-(2-propoxyethoxy)pyridin-3-yl]-1,6-dihydropyrimidin-2-yl}benzyl)butanamide